6-chloro-N-ethoxy-4-{[5-fluoro-3-(5-fluoropyrimidin-2-yl)-2-methoxyphenyl]amino}pyridine-3-carboxamide ClC1=CC(=C(C=N1)C(=O)NOCC)NC1=C(C(=CC(=C1)F)C1=NC=C(C=N1)F)OC